4-(9-Bromo-3-cyano-11-oxo-2',3',5,5',6',11-hexahydrospiro[benzo[b]carbazole-6,4'-pyran]-8-yl)piperazine-1-carboxylic acid BrC1=CC2=C(C=C1N1CCN(CC1)C(=O)O)C1(CCOCC1)C=1NC3=CC(=CC=C3C1C2=O)C#N